1-(tert-butyl) 2-methyl (2S,3R)-3-allyl-3-(2-((tert-butyldimethylsilyl)oxy)ethyl)-4-oxopyrrolidine-1,2-dicarboxylate C(C=C)[C@]1([C@H](N(CC1=O)C(=O)OC(C)(C)C)C(=O)OC)CCO[Si](C)(C)C(C)(C)C